The molecule is a 14-membererd macrolide containing ten stereocentres carrying one epoxymethano, three hydroxy and five methyl substituents. It is the aglycone of the antibiotic oleandomycin. It is a macrolide, a cyclic ketone, a triol and a spiro-epoxide. C[C@H]1C[C@@]2(CO2)C(=O)[C@@H]([C@H]([C@H]([C@H](OC(=O)[C@@H]([C@H]([C@@H]([C@H]1O)C)O)C)C)C)O)C